CS(=O)(=O)OCC(CC)C 2-methylbutyl methansulfonate